7-(morpholino(quinolin-2-yl)methyl)quinolin-8-ol O1CCN(CC1)C(C1=CC=C2C=CC=NC2=C1O)C1=NC2=CC=CC=C2C=C1